ClC=1C=CC=C2C=CC=C(C12)N1CC=2N=C(N=C(C2CC1)N(CCC1CN(C1)C#N)C)OC[C@H]1N(CCC1)C (S)-3-(2-((7-(8-chloronaphthalen-1-yl)-2-((1-methylpyrrolidin-2-yl)methoxy)-5,6,7,8-tetrahydropyrido[3,4-d]pyrimidin-4-yl)(methyl)amino)ethyl)azetidine-1-carbonitrile